ClC=1C(=C(C=CC1Cl)O)[C@@H]1CCC=2N(C1)C(=NN2)CC (S)-3,4-dichloro-2-(3-ethyl-5,6,7,8-tetrahydro-[1,2,4]triazolo[4,3-a]pyridin-6-yl)phenol